4-(2-{[(2r,7ar)-2-fluoro-hexahydro-1H-pyrrolizin-7a-yl]methoxy}-6-chloro-4-[(1s,6r)-3,9-diazabicyclo[4.2.1]non-3-yl]-8-fluoroquinazolin-7-yl)naphthalen-2-ol F[C@@H]1C[C@]2(CCCN2C1)COC1=NC2=C(C(=C(C=C2C(=N1)N1C[C@@H]2CC[C@H](CC1)N2)Cl)C2=CC(=CC1=CC=CC=C21)O)F